1-(4-chlorophenyl)-N-[2-fluoro-3-(4-oxo-4,5,6,7-tetrahydro-3H-cyclopenta[d]pyrimidin-2-yl)-4-(trifluoromethyl)benzyl]piperidine-4-carboxamide ClC1=CC=C(C=C1)N1CCC(CC1)C(=O)NCC1=C(C(=C(C=C1)C(F)(F)F)C=1NC(C2=C(N1)CCC2)=O)F